FCC(CO)NC(N)=O 3-[1-(fluoromethyl)-2-hydroxy-ethyl]urea